citric acid triammonium citrate C(CC(O)(C(=O)[O-])CC(=O)[O-])(=O)[O-].[NH4+].[NH4+].[NH4+].C(CC(O)(C(=O)O)CC(=O)O)(=O)O